O1CCN(CC1)C1=CC=C(C=C1)NC=1N=C(C2=C(N1)NC=C2)NC2CCC(CC2)CO ((1r,4r)-4-((2-((4-morpholinophenyl)amino)-7H-pyrrolo[2,3-d]pyrimidin-4-yl)amino)cyclohexyl)methanol